CC1=C(C(=CC(=C1)C(C1=CC=CC=C1)C1=CC=CC=C1)C)C1=C(C(=CC=C1)C1=C(C=C(C=C1C)C(C1=CC=CC=C1)C1=CC=CC=C1)C)P(C1=CC=CC=C1)C1=CC=CC=C1 {2,6-bis[2,6-dimethyl-4-(diphenylmethyl)phenyl]phenyl}-diphenylphosphine